(2S,6R)-2,6-dimethyl-4-(3-methyl-8-(6-(3-(4-methylpiperazin-1-yl)propoxy)pyridin-3-yl)imidazo[1,5-a]quinoxalin-1-yl)morpholine C[C@H]1CN(C[C@H](O1)C)C1=NC(=C2N1C1=CC(=CC=C1N=C2)C=2C=NC(=CC2)OCCCN2CCN(CC2)C)C